C(C)(C)(C)NC1CN(CC1)C=1N=NC(=CC1)C1=CC=C2C(=N1)OC(=N2)C N-tert-butyl-1-(6-{2-methyl-[1,3]oxazolo[5,4-b]pyridin-5-yl}pyridazin-3-yl)pyrrolidin-3-amine